BrC=1C=CC(=NC1)CO (5-bromopyridin-2-yl)methanol